4-azido-1-cyano-3,3-dimethyl-2-butanol N(=[N+]=[N-])CC(C(CC#N)O)(C)C